tert-butyl-4-[(4-chloro-7-methoxy-indan-1-carbonyl)amino]pyridine-2-carboxamide C(C)(C)(C)C=1C(=NC=CC1NC(=O)C1CCC2=C(C=CC(=C12)OC)Cl)C(=O)N